5-cyano-6-methylnicotinic acid C(#N)C=1C(=NC=C(C(=O)O)C1)C